C(C1=CC=CC=C1)C1CCN(CC1)C(=O)N1CCC=2C=CC(NC2C1)=O 7-(4-Benzylpiperidine-1-carbonyl)-1,5,6,8-tetrahydro-1,7-naphthyridin-2-one